C(C)(=O)O[C@H](COC(C)=O)[C@H]1O[C@H]([C@@H]([C@@H]1OC(C)=O)OC(C)=O)N1C=2N=C(NC(C2N=C1)=O)NC(C(C)C)=O acetic acid [(2R)-2-acetoxy-2-[(2R,3R,4R,5R)-3,4-diacetoxy-5-[2-(2-methylpropanamido)-6-oxo-1H-purin-9-yl] tetrahydrofuran-2-yl] ethyl] ester